C(CC)(OCCC)(OCCC)OCCC tri-n-propyl orthopropionate